2,2-difluoropropionitrile FC(C#N)(C)F